C(CCCCCCCCCCC\C=C/CCCC)O Z-13-octadecenol